N-(1-(5-((R)-3-((cyclobutylmethyl)amino)piperidin-1-yl)pyridin-2-yl)ethyl)-4-oxo-4H-pyrido[1,2-a]pyrimidine-2-carboxamide C1(CCC1)CN[C@H]1CN(CCC1)C=1C=CC(=NC1)C(C)NC(=O)C=1N=C2N(C(C1)=O)C=CC=C2